4-[2-[2-[2-[2-[2-[2-[2-[[4-[(2,2,2-trifluoroacetyl)amino]phenyl]sulfonylamino]-ethoxy]ethoxy]ethoxy]ethoxy]ethoxy]ethoxy]ethoxy]benzoic acid FC(C(=O)NC1=CC=C(C=C1)S(=O)(=O)NCCOCCOCCOCCOCCOCCOCCOC1=CC=C(C(=O)O)C=C1)(F)F